5-fluoro-7-((1-(piperidin-4-ylmethyl)piperidin-4-yl)methoxy)-2-(((tetrahydro-2H-pyran-4-yl)thio)methyl)quinazolin-4(3H)-one hydrochloride Cl.FC1=C2C(NC(=NC2=CC(=C1)OCC1CCN(CC1)CC1CCNCC1)CSC1CCOCC1)=O